C(=O)C=1C(=NOC1)N 4-formyl-1,2-oxazol-3-amine